ClC1=NC2=CC(=C(C=C2C(=N1)NC)OC)I 2-chloro-7-iodo-6-methoxy-N-methylquinazoline-4-amine